BrCC[C@H]1CC(C(N1)=O)(CC)CC (R)-5-(2-bromoethyl)-3,3-diethylpyrrolidin-2-one